N1(CCC(=CC1)C1=CC=NC=C1)CCCC=1NC(C=2C=CC=NC2C1)=O 7-(3-(3,6-dihydro-[4,4'-bipyridinyl]-1(2H)-yl)propyl)-1,6-naphthyridin-5(6H)-one